FC1(OC2=C(O1)C=CC(=C2)C(=O)O)F 2,2-difluorobenzodioxolane-5-carboxylic acid